(4-(3,4-dihydroisoquinolin-2(1H)-yl)-3-hydroxypiperidin-1-yl)(6-(oxetan-3-ylamino)pyrimidin-4-yl)methanone C1N(CCC2=CC=CC=C12)C1C(CN(CC1)C(=O)C1=NC=NC(=C1)NC1COC1)O